6-bromo-2-chloro-N-(oxazol-2-ylmethyl)pyrrolo[2,1-f][1,2,4]triazin-4-amine BrC=1C=C2C(=NC(=NN2C1)Cl)NCC=1OC=CN1